6-(benzhydryl-amino)-4-fluoro-indane-2-carboxylic acid ethyl ester C(C)OC(=O)C1CC2=CC(=CC(=C2C1)F)NC(C1=CC=CC=C1)C1=CC=CC=C1